undecyl 6-((4-hydroxybutyl)amino)hexanoate OCCCCNCCCCCC(=O)OCCCCCCCCCCC